O1C(NC2=C1C=CC(=C2)C2(NC(=NC=C2C)NC=2N=NC(=CC2)N2CCN(CC2)C)N)=O 4-(benzo[d]oxazol-2(3H)-one-5-yl)-N2-(6-(4-methylpiperazin-1-yl)pyridazin-3-yl)-5-methylpyrimidine-2,4-diamine